CC(=O)OC1=CC=C(C=C1)C=O The molecule is an acetate ester that is phenyl acetate substituted by a formyl group at position 4. It is a member of benzaldehydes and a member of phenyl acetates.